CC(C)(C(=C)C)C1(OC(C(C(C1)(O)C)(C)C)C)C 2-(2,3-Dimethylbut-3-en-2-yl)-2,4,5,5,6-pentamethyltetrahydro-2H-pyran-4-ol